8-chloro-5-methoxy-1-[trans-4-methoxy-4-(trifluoromethyl)cyclohexyl]-5,6-dihydro-4H-[1,2,4]triazolo[4,3-a][1]benzazepine ClC=1C=CC2=C(CC(CC=3N2C(=NN3)C3CCC(CC3)(C(F)(F)F)OC)OC)C1